C12(CC(C1)C2)NC(C(=O)C=2C(=C(N(C2)C)C(=O)NC2=CC(=C(C=C2)F)C#N)Cl)=O 4-(2-(bicyclo[1.1.1]pent-1-ylamino)-2-oxoacetyl)-3-chloro-N-(3-cyano-4-fluorophenyl)-1-methyl-1H-pyrrole-2-carboxamide